N(=[N+]=[N-])CC=1OC2=C(C1)C(=CC(=C2)C(F)(F)F)Br 2-(azidomethyl)-4-bromo-6-(trifluoromethyl)benzofuran